(2e)-2-[2-[[(e)-[4-fluoro-2-(trifluoromethyl)phenyl]methyleneamino]oxymethyl]-3-methyl-phenyl]-2-methoxyimino-N-methyl-acetamide FC1=CC(=C(C=C1)\C=N\OCC1=C(C=CC=C1C)\C(\C(=O)NC)=N/OC)C(F)(F)F